N-methoxy-2-(4-methoxyphenyl)-N-methylthiazole-4-carboxamide CON(C(=O)C=1N=C(SC1)C1=CC=C(C=C1)OC)C